C(C)(C)(C)OOC1=C(C=CC=C1)OOC(C)(C)C di(tert-butyl-peroxy)benzene